N(N)C(CN1C(=O)N(C(=O)C1C)CC(C(=O)O)NN)C(=O)O 1,3-bis(hydrazinocarboxyethyl)-5-methylhydantoin